2-(2-isopropylphenyl)-7-methyl-9-(3-((tetrahydrofuran-3-yl)methoxy)benzyl)-7,9-dihydro-8H-purin-8-one C(C)(C)C1=C(C=CC=C1)C1=NC=C2N(C(N(C2=N1)CC1=CC(=CC=C1)OCC1COCC1)=O)C